(S)-methyl (4-(4-((2-amino-4-methylpentyl)oxy)-3-(isoxazol-5-yl)phenyl)pyridin-2-yl)carbamate N[C@H](COC1=C(C=C(C=C1)C1=CC(=NC=C1)NC(OC)=O)C1=CC=NO1)CC(C)C